COC1(C2=CC=CC=C2CC=2C=CC=CC12)OC 9,9-dimethoxyanthracene